CNC=1C(=CC=CC1)C methyl-(toluidine)